FC=1C=C(CC2=CC(=NC=C2)N2N=C(C=C2C)C(=O)OC)C=C(C1)C(F)(F)F methyl 1-(4-(3-fluoro-5-(trifluoromethyl)benzyl)pyridin-2-yl)-5-methyl-1H-pyrazole-3-carboxylate